[3-(6,8-difluoroimidazo[1,2-a]pyridin-3-yl)-1-(methylsulfanylmethyl)pyrazolo[4,3-c]pyridin-6-yl]-(1,4-oxazepan-4-yl)methanone FC=1C=C(C=2N(C1)C(=CN2)C2=NN(C1=C2C=NC(=C1)C(=O)N1CCOCCC1)CSC)F